BrC1=CC=2N(C(=C1)N1CCC(CC1)(F)F)N=CC2 5-bromo-7-(4,4-difluoropiperidin-1-yl)pyrazolo[1,5-a]pyridine